(S)-N-t-butoxycarbonylprolinol C(C)(C)(C)OC(=O)N1[C@@H](CCC1)CO